ClC=1C=C(C=CC1Cl)C(C1=NN=C(O1)C1CN(CC12CN(C2)C(=O)[C@@H]2C(C2)(F)F)C(=O)C2=C(C=NN2)OC)(F)F (8-(5-((3,4-dichlorophenyl)difluoromethyl)-1,3,4-oxadiazol-2-yl)-2-((R)-2,2-difluorocyclopropane-1-carbonyl)-2,6-diazaspiro[3.4]octan-6-yl)(4-methoxy-1H-pyrazol-5-yl)methanone